4-(trimethylsilyl)but-3-yne C[Si](C#CCC)(C)C